4-(benzothiazole-6-yl)-5-fluoro-N-(5-(piperazine-1-yl)pyridine-2-yl)pyrimidine-2-amine hydrochloride Cl.S1C=NC2=C1C=C(C=C2)C2=NC(=NC=C2F)NC2=NC=C(C=C2)N2CCNCC2